CC1(CCCCC1)NCC(CS(=O)(=O)O)C 3-(methylcyclohexyl)amino-2-methylpropane-1-sulfonic acid